Cl.CN1CCC(CC1)C(=O)NC1=NNC2=CC=C(C=C12)C1=C(C(=C(C=C1F)F)OC)F 1-Methyl-N-[5-(2,4,6-trifluoro-3-methoxyphenyl)-1H-indazol-3-yl]piperidine-4-carboxamide hydrochloride salt